3-(4-Allyl-3-methyl-2-oxo-2,3-dihydro-1H-benzo[d]imidazol-1-yl)piperidine-2,6-dione C(C=C)C1=CC=CC=2N(C(N(C21)C)=O)C2C(NC(CC2)=O)=O